(R)-3-(((S)-3-butyl-3-methyl-7-(methylsulfanyl)-1,1-dioxo-5-phenyl-2,3,4,5-tetrahydro-1,5-benzothiazepin-8-yl)oxy)-2-hydroxy-2-methylpropanoic acid C(CCC)[C@@]1(CS(C2=C(N(C1)C1=CC=CC=C1)C=C(C(=C2)OC[C@@](C(=O)O)(C)O)SC)(=O)=O)C